CC1=CC=C(C=C1)SC methyl p-Tolyl sulfide